C1(CC1)C1=C(C=CC(=C1)OCC1=NC=CC=C1)NC=1C=C(C(=O)NCCC(C)C)C=CC1 3-((2-Cyclopropyl-4-(pyridin-2-ylmethoxy)phenyl)amino)-N-isopentylbenzamide